[C@@H]12CNC[C@H]2C1N(C1=CN=C(N=N1)C1=C(C=C(C=C1)N1C=NC=C1)O)C 2-(6-(((1R,5S,6S)-3-azabicyclo[3.1.0]hex-6-yl)(methyl)amino)-1,2,4-triazin-3-yl)-5-(1H-imidazol-1-yl)phenol